CN(C(=O)C1=NC=CC(=C1)B1OC(C(O1)(C)C)(C)C)C N,N-dimethyl-4-(4,4,5,5-tetramethyl-1,3,2-dioxaborolan-2-yl)pyridine-2-carboxamide